CN1N=C2C(=CC(=CC2=C1)C1=CC2=C(N=CN=[N+]2[O-])C(=C1)F)C 7-(2,7-dimethyl-2H-indazol-5-yl)-5-fluorobenzo[e][1,2,4]triazine-1-oxide